N-[2-[1-(3,6-dimethyl-4-oxo-2-phenyl-benzopyran-8-yl)ethylamino]phenyl]sulfonylacetamide CC1=C(OC2=C(C1=O)C=C(C=C2C(C)NC2=C(C=CC=C2)S(=O)(=O)NC(C)=O)C)C2=CC=CC=C2